3-bromo-α-methylbenzylamine BrC=1C=C(C(C)N)C=CC1